CIS-3-HEXENYL HEXENOATE C(C=CCCC)(=O)OCC\C=C/CC